(1s,3s)-3-(4-chlorophenyl)cyclobutan-1-ol ClC1=CC=C(C=C1)C1CC(C1)O